CC(CNC(=O)C1=CC2=C(S1)CCCCCC2)(CN2CCCCC2)C N-(2,2-dimethyl-3-piperidin-1-ylpropyl)-4,5,6,7,8,9-hexahydrocycloocta[b]thiophene-2-carboxamide